C(C)C1CN(C=2C=CC=C3C2N1C(=C3)C3=NC1=C(N3CC#C)C(=CC(=C1)C=O)F)CCCO (2-(3-ethyl-1-(3-hydroxypropyl)-2,3-dihydro-1H-pyrrolo[1,2,3-de]quinoxalin-5-yl)-7-fluoro-1-(prop-2-yn-1-yl)-1H-benzo[d]imidazol-5-yl)methanone